ClC1=C(C(C=2C=CC=NC2C1=O)=O)NC1=C(C=C(C=C1)N1CCOCC1)C(F)(F)F 7-chloro-6-((4-morpholino-2-(trifluoromethyl)phenyl)amino)quinoline-5,8-dione